4-((2-(azetidin-1-ylmethyl)-6-fluorobenzyl)amino)-3-chloro-2-fluoro-N-(thiazol-4-yl)benzenesulfonamide formate C(=O)O.N1(CCC1)CC1=C(CNC2=C(C(=C(C=C2)S(=O)(=O)NC=2N=CSC2)F)Cl)C(=CC=C1)F